COC1=C(C=CC(=C1SC)OC)CCN 2-(2,4-dimethoxy-3-methylsulfanylphenyl)ethanamine